1-(4-((4'-((1,1-dioxothiomorpholinyl)methyl)-[1,1'-biphenyl]-4-yl)methyl)phenyl)-5-methyl-1H-1,2,4-triazole-3-carboxamide O=S1(CCN(CC1)CC1=CC=C(C=C1)C1=CC=C(C=C1)CC1=CC=C(C=C1)N1N=C(N=C1C)C(=O)N)=O